2-(5-(4-(aminomethyl)-1-oxo-1,2-dihydrophthalazin-6-yl)pyridin-3-yl)-4-methylbenzonitrile NCC1=NNC(C2=CC=C(C=C12)C=1C=C(C=NC1)C1=C(C#N)C=CC(=C1)C)=O